6-((1-(difluoromethyl)cyclopropyl)methyl)-1-methylpyrido[3,4-d]pyridazin-7(6H)-one FC(C1(CC1)CN1C=C2C=NN=C(C2=CC1=O)C)F